5-Oxo-N-(4-((6-(4-(trifluoromethyl)piperidin-1-yl)pyridin-3-yl)amino)benzyl)pyrrolidine-3-carboxamide tert-butyl-6-(benzyloxy)-2-oxohexanoate C(C)(C)(C)OC(C(CCCCOCC1=CC=CC=C1)=O)=O.O=C1CC(CN1)C(=O)NCC1=CC=C(C=C1)NC=1C=NC(=CC1)N1CCC(CC1)C(F)(F)F